Tripropylene glycol methyl-n-propyl ether CC(CC)OC(C)COC(C)COC(C)CO